6-(2-(4-Methoxyphenyl)-1H-benzo[d]imidazol-6-yl)-3-(2-(piperidin-1-yl)ethyl)quinazolin-4(3H)-one COC1=CC=C(C=C1)C1=NC2=C(N1)C=C(C=C2)C=2C=C1C(N(C=NC1=CC2)CCN2CCCCC2)=O